5-(((1-(4-((5-chloro-4-((2-(dimethylphosphoryl)phenyl)amino)pyrimidin-2-yl)amino)-3-methoxyphenyl)piperidin-4-yl)amino)methyl)-2-(2,6-dioxopiperidin-3-yl)-6-fluoroisoindoline-1,3-dione ClC=1C(=NC(=NC1)NC1=C(C=C(C=C1)N1CCC(CC1)NCC=1C=C2C(N(C(C2=CC1F)=O)C1C(NC(CC1)=O)=O)=O)OC)NC1=C(C=CC=C1)P(=O)(C)C